C(C)(C)C=1C=CC2=C(C1)OC1(COC1)C1=C2N=C(S1)NC(=O)C=1C(=NC=NC1OC)OC N-(7-isopropylspiro[chromeno[4,3-d]thiazole-4,3'-oxetan]-2-yl)-4,6-dimethoxypyrimidine-5-carboxamide